butyl acrylate methyl-acrylate Isooctyl-acrylate C(CCCCC(C)C)OC(C=C)=O.COC(C=C)=O.C(C=C)(=O)OCCCC